tert-butyl 4-(3-(4-bromo-3-(trifluoromethyl)phenoxy)propyl)piperidine-1-carboxylate BrC1=C(C=C(OCCCC2CCN(CC2)C(=O)OC(C)(C)C)C=C1)C(F)(F)F